C(=O)O.NC1=CN=NC2=CC(=CC=C12)C=1C=C(C=CC1N1N=CC(=C1)F)B(O)O [3-(4-aminocinnolin-7-yl)-4-(4-fluoropyrazol-1-yl)phenyl]boronic acid formate salt